FC=1C(=C2C(=NC1)NC(=N2)[C@@H]2OCCCC2)C2CCNCC2 |r| (rac)-6-fluoro-7-(4-piperidyl)-2-tetrahydropyran-2-yl-3H-imidazo[4,5-b]pyridine